(thiophen-2-yl)-1,3,4-thiadiazol-2-amine S1C(=CC=C1)C1=NN=C(S1)N